Distyrylpyrazin C(=CC1=CC=CC=C1)C=1C(=NC=CN1)C=CC1=CC=CC=C1